1,2,4-triazol-3-carboxylate N1N=C(N=C1)C(=O)[O-]